2,2-dibromo-3-nitrosopropionamide BrC(C(=O)N)(CN=O)Br